(ditolyl) borate B(OC1=C(C=CC=C1)C)(OC1=C(C=CC=C1)C)[O-]